3-(hydroxymethyl)-6-methylpyridazin-4(1H)-one OCC1=NNC(=CC1=O)C